[5-fluoro-2-[2-(2-pyridyloxymethyl)imidazo[1,2-a]pyrimidin-6-yl]phenyl]methyl Acetate C(C)(=O)OCC1=C(C=CC(=C1)F)C=1C=NC=2N(C1)C=C(N2)COC2=NC=CC=C2